C1(CCCC1)C=1C=NN2C1N=C(N=C2NCC2=NC1=C(N2)C=CC(=C1F)F)N1CCOCC1 8-cyclopentyl-N-[(4,5-difluoro-1H-benzimidazol-2-yl)methyl]-2-(morpholin-4-yl)pyrazolo[1,5-a][1,3,5]triazin-4-amine